FC(S(=O)(=O)[O-])(F)F.C[N+]1(CCCC1)CCCOC N-methyl-N-methoxypropyl-pyrrolidinium trifluoromethanesulfonate